N-(2-(3-chloro-5-(trifluoromethyl)pyridin-2-yl)ethyl)-4-(4-chlorophenoxy)-2-(trifluoromethyl)benzamide ClC=1C(=NC=C(C1)C(F)(F)F)CCNC(C1=C(C=C(C=C1)OC1=CC=C(C=C1)Cl)C(F)(F)F)=O